C(#N)C(CC1C(NCC1)=O)NC(=O)C1N(C2CC(C1CC2)(F)F)C(=O)C2(C1=CC=CC=C1C=1C=CC=CC21)O N-(1-cyano-2-(2-oxopyrrolidin-3-yl)ethyl)-5,5-difluoro-2-(9-hydroxy-9H-fluorene-9-carbonyl)-2-azabicyclo[2.2.2]octane-3-carboxamide